COCCNC1=CC=CC=C1 N-(2-methoxyethyl)aniline